FC1=NNC2=CC=C(C=C12)C#CC1=NC(=NC=C1)C1=NC(=NC=C1)NCC1OCCC1 4-((3-Fluoro-1H-indazol-5-yl)ethynyl)-N-((tetrahydrofuran-2-yl)methyl)-[2,4'-bipyrimidin]-2'-amine